NNCCCCCCCCCCCCCCCCCCCCCCCCCCCCC(=O)[O-] diazahentriacontan-31-oate